methyl 4-[3-bromo-4-[(2,4-difluorobenzyl)oxy]-6-methyl-2-oxopyridin-1(2H)-yl]-3-fluorobenzoate BrC=1C(N(C(=CC1OCC1=C(C=C(C=C1)F)F)C)C1=C(C=C(C(=O)OC)C=C1)F)=O